zirconium(IV) tert-butoxide CC(C)(C)[O-].[Zr+4].CC(C)(C)[O-].CC(C)(C)[O-].CC(C)(C)[O-]